tert-butyl (3-cyclopropyl-4-(4,4,5,5-tetramethyl-1,3,2-dioxaborolan-2-yl)benzyl)carbamate C1(CC1)C=1C=C(CNC(OC(C)(C)C)=O)C=CC1B1OC(C(O1)(C)C)(C)C